ClC=1C2=C(N=CN1)N(C(=C2)Cl)C2=CC=C(C=C2)C2CN(CCO2)C(=O)OC(C)(C)C tert-butyl 2-(4-(4,6-dichloro-7H-pyrrolo[2,3-d]pyrimidin-7-yl)phenyl)morpholine-4-carboxylate